OCC1=CC=C(C2=CC=CC=C12)CO 1,4-bis(hydroxymethyl)naphthalene